stearic acid methylester COC(CCCCCCCCCCCCCCCCC)=O